BrC=1C(=NC=CC1Cl)C 3-bromo-4-chloro-2-methyl-pyridine